C(C)(C)(C)OC(=O)N1CCC(CC1)C1=CC=C(CC=2C=C(SC2C)C)C=C1 4-(4-(1-(t-Butoxycarbonyl)piperidin-4-yl)benzyl)-2,5-dimethylthiophene